1-methyl-N-(2-(pyridin-4-yl)-1H-pyrrolo[3,2-c]pyridin-6-yl)-1H-indazol-6-amine CN1N=CC2=CC=C(C=C12)NC1=CC2=C(C=N1)C=C(N2)C2=CC=NC=C2